5-(2-bromo-N-methylpropionamido)-N-((4,6-dimethyl-2-oxo-1,2-dihydropyridin-3-yl)methyl)-3-(ethyl-(tetrahydro-2H-pyran-4-yl)amino)-2-methylbenzamide BrC(C(=O)N(C)C=1C=C(C(=C(C(=O)NCC=2C(NC(=CC2C)C)=O)C1)C)N(C1CCOCC1)CC)C